C(C1=CC=CC=C1)N1C(C(CC1)C)=O benzyl-3-methylpyrrolidine-2-one